propan-2-yl-d7 (S)-6-diazo-2-((S)-2-hydroxy-3-methylbutanamido)-5-oxohexanoate [N+](=[N-])=CC(CC[C@@H](C(=O)OC(C([2H])([2H])[2H])(C([2H])([2H])[2H])[2H])NC([C@H](C(C)C)O)=O)=O